(3R)-1-(7-(8-ethyl-7-fluoro-3-(methoxymethoxy)naphthalen-1-yl)-8-fluoro-2-((3-methyl-3-azabicyclo[3.1.0]hexan-1-yl)methoxy)pyrido[4,3-d]pyrimidin-4-yl)-3-methylpiperidin-3-ol C(C)C=1C(=CC=C2C=C(C=C(C12)C1=C(C=2N=C(N=C(C2C=N1)N1C[C@@](CCC1)(O)C)OCC12CN(CC2C1)C)F)OCOC)F